C1(=CC=CC2=CC3=CC4=CC5=CC6=CC=CC=C6C=C5C=C4C=C3C=C12)CCCC hexacenyl-butane